1-[4-[6-benzyloxy-2-(2,3,4,5,6-pentadeuteriophenyl)-3,4-dihydronaphthalen-1-yl]phenyl]-4-(dimethoxymethyl)piperidine C(C1=CC=CC=C1)OC=1C=C2CCC(=C(C2=CC1)C1=CC=C(C=C1)N1CCC(CC1)C(OC)OC)C1=C(C(=C(C(=C1[2H])[2H])[2H])[2H])[2H]